COC1=C(C=CC=C1)C1NCC2=NN=C(N2C=2SC=3CC(CC3C12)C(=O)N1CCOCC1)C 9-(2-Methoxyphenyl)-3-methyl-13-(morpholine-4-carbonyl)-16-thia-2,4,5,8-tetraazatetracyclo[8.6.0.02,6.011,15]-hexadeca-1(10),3,5,11(15)-tetraene